N2-(3-Aminosulfonyl-4-methylphenyl)-5-fluoro-2,4-pyrimidinediamine NS(=O)(=O)C=1C=C(C=CC1C)NC1=NC=C(C(=N1)N)F